N1CCC2CN(CCC21)C2=NC=CC(=N2)NC=2C=C1C=NNC1=CC2 N-(2-(octahydro-5H-pyrrolo[3,2-c]pyridin-5-yl)pyrimidin-4-yl)-1H-indazol-5-amine